[C@@]12(CNCC2C1)NC(OC(C)(C)C)=O tert-butyl (1R)-3-azabicyclo[3.1.0]hexan-1-ylcarbamate